(trifluoromethanesulfonyl)phosphonium FC(S(=O)(=O)[PH3+])(F)F